COC1=C(C(=C(C(=C1)O)CC2=CC=CC=C2O)O)C(=O)/C=C/C3=CC=CC=C3 The molecule is a member of the class of chalcones that is trans-chalcone substituted by hydroxy groups at positions 2' and 4', 2-hydroxy benzyl group at position 3' and methoxy group at position 6'. It is isolated from the aerial parts of Ellipeiopsis cherrevensis and exhibits antibacterial, antimalarial and antineoplastic activity. It has a role as a metabolite, an antimalarial, an antibacterial agent and an antineoplastic agent. It is a member of chalcones and a member of resorcinols. It derives from a trans-chalcone.